4-(4-bromophenyl)methylene-2,6-di-tert-butyl-2,5-cyclohexadiene-1-one BrC1=CC=C(C=C1)C=C1C=C(C(C(=C1)C(C)(C)C)=O)C(C)(C)C